dimethyl 2,3-naphthalenedicarboxylate C1=C(C(=CC2=CC=CC=C12)C(=O)OC)C(=O)OC